C1CC12CNC[C@H]2NC(OC(C)(C)C)=O tert-butyl (7S)-5-azaspiro[2.4]heptan-7-ylcarbamate